FC1=CC(=C(C=C1C=1C=NC(=NC1)N1CCOCC1)NC(=O)C1=CNC(C=C1C(F)(F)F)=O)N1C[C@H]2[C@@H](C1)CCN2C N-[4-fluoro-5-(2-morpholin-4-ylpyrimidin-5-yl)-2-[(3aR,6aR)-1-methyl-2,3,3a,4,6,6a-hexahydropyrrolo[2,3-c]pyrrol-5-yl]phenyl]-6-oxo-4-(trifluoromethyl)-1H-pyridine-3-carboxamide